CN1C(C2=C(C=C1)C(=CN2S(=O)(=O)C2=CC=C(C)C=C2)C2=C(C=CC=C2)CC2NCC1(CCO1)CC2)=O 6-Methyl-3-(2-(1-oxa-6-azaspiro[3.5]non-7-ylmethyl)phenyl)-1-tosyl-1H-pyrrolo[2,3-c]pyridin-7(6H)-one